((2R,3R,4R,5R)-5-(2-amino-6-(methylamino)-9H-purin-9-yl)-3,4-dihydroxy-4-methyltetrahydrofuran-2-yl)methyl isobutyrate C(C(C)C)(=O)OC[C@H]1O[C@H]([C@]([C@@H]1O)(C)O)N1C2=NC(=NC(=C2N=C1)NC)N